(S)-1-azido-4-((2-iodo-1-(2-iodoethoxy)ethoxy)methyl)benzene N(=[N+]=[N-])C1=CC=C(C=C1)CO[C@H](CI)OCCI